ClC1=C(CN(C(=O)[C@@H]2O[C@@H]([C@@H]([C@@H]([C@H]2O)N2N=NC(=C2)C2=CC(=C(C(=C2)F)F)F)O)CO)[C@@H]2[C@H](CCCC2)O)C=CC=C1 (2R,3R,4S,5R,6R)-N-(2-Chlorobenzyl)-3,5-dihydroxy-N-((1S,2S)-2-hydroxycyclohexyl)-6-(hydroxymethyl)-4-(4-(3,4,5-trifluorophenyl)-1H-1,2,3-triazol-1-yl)tetrahydro-2H-pyran-2-carboxamid